O(CCSCCC=O)CCSCCC=O 3'-((oxybis(ethane-2,1-diyl))bis(sulfanediyl))dipropionaldehyde